C(C1=CC=CC=C1)[C@]1(CCC=2N(C3=CC(=CC=C3C2C1=O)C)S(=O)(=O)C)C#N (R)-3-Benzyl-7-methyl-9-(methylsulfonyl)-4-oxo-2,3,4,9-tetrahydro-1H-carbazole-3-carbonitrile